P(=O)(OC=1C=CC2=C(C1)OC(C=1C2N2N(CC1)C(N(C2=O)C2=CC=C(C=C2)C(C)=O)=O)(C)C)([O-])[O-].[Na+].[Na+] disodium 2-(4-acetylphenyl)-7,7-dimethyl-1,3-dioxo-2,3,5,12b-tetrahydro-1h,7h-chromeno[4,3-c][1,2,4]triazolo[1,2-a]pyridazin-10-yl phosphate